diisobutyl 2,3-dichloromaleate Cl/C(/C(=O)OCC(C)C)=C(/C(=O)OCC(C)C)\Cl